ClC(CCC(CCN)Cl)Cl 3-dichloropropyl-(3-chloropropyl)amine